iso-propanamine C(C)(C)N